N-benzyl-N-methyl-1-((1r,4r)-4-(5-(4,4,5,5-tetramethyl-1,3,2-dioxaborolan-2-yl)-1-(triisopropylsilyl)-1H-pyrrolo[2,3-b]pyridine-4-carbonyl)cyclohexyl)methanesulfonamide C(C1=CC=CC=C1)N(S(=O)(=O)CC1CCC(CC1)C(=O)C=1C2=C(N=CC1B1OC(C(O1)(C)C)(C)C)N(C=C2)[Si](C(C)C)(C(C)C)C(C)C)C